4-(4-(2-(1-((R)-6-fluoro-6,7-dihydro-5H-pyrrolo[1,2-c]imidazol-1-yl)-2-oxo-2-(thiazol-2-ylamino)ethyl)-4,7-dimethyl-2H-indazol-6-yl)phenyl)piperazine-1-carboxylic acid tert-butyl ester C(C)(C)(C)OC(=O)N1CCN(CC1)C1=CC=C(C=C1)C=1C=C(C2=CN(N=C2C1C)C(C(NC=1SC=CN1)=O)C1=C2N(C=N1)C[C@@H](C2)F)C